FC(C=1C=C2C=NC(=NC2=C(C1)C1CC2(CN(C2)C)C1)NC1CCN(CC1)S(=O)(=O)C)F 6-(difluoromethyl)-8-(2-methyl-2-azaspiro[3.3]heptan-6-yl)-N-(1-(methylsulfonyl)piperidin-4-yl)quinazolin-2-amine